(R)-3-(3-(3-(5H-pyrrolo[2,3-b]pyrazin-7-yl)phenyl)isoxazol-5-yl)-3-hydroxy-1-methylpyrrolidin-2-one N1=C2C(=NC=C1)NC=C2C=2C=C(C=CC2)C2=NOC(=C2)[C@]2(C(N(CC2)C)=O)O